2-(2-hydroxy-4-octyloxyphenyl)-4,6-bis(2,4-dimethylphenyl)-1,3,5-triazine OC1=C(C=CC(=C1)OCCCCCCCC)C1=NC(=NC(=N1)C1=C(C=C(C=C1)C)C)C1=C(C=C(C=C1)C)C